NNC(=N)C=1C=C(C=CC1)C=1C(=C(C(=O)N)C=CC1OC)OC1=C(C=C(C=C1)F)C (3-Aminocarbamimidoylphenyl)-2-(4-fluoro-2-methylphenoxy)-4-methoxybenzamide